CC1CC(N(CC1)C(=O)[O-])C1=CC=CC=C1 4-methyl-2-phenylpiperidine-1-carboxylate